BrC=1C(=NC(=NC1OC)NS(=O)(=O)C1=CNC2=CC(=CC=C12)Cl)OC(F)F N-[5-bromo-4-(difluoromethoxy)-6-methoxy-pyrimidin-2-yl]-6-chloro-1H-indole-3-sulfonamide